amino(thio)phenol C1=CC=C(C(=C1)O)SN